6-amino-2-((tetrahydrofuran-3-yl)oxy)nicotinonitrile NC1=NC(=C(C#N)C=C1)OC1COCC1